[Si](C)(C)(C(C)(C)C)OC[C@H]1N(CC2(CCC2)C(C1)=O)C(=O)OC(C)(C)C tert-butyl (S)-7-(((tert-butyldimethylsilyl)oxy)methyl)-9-oxo-6-azaspiro[3.5]nonane-6-carboxylate